6-(trifluoromethyl)nicotinonitrile FC(C1=NC=C(C#N)C=C1)(F)F